5-nitro-2-(octylamino)benzenesulfonamide ethyl-(S)-4-(4-((benzyloxy)carbonyl)-3-(cyanomethyl)piperazin-1-yl)-5,6,7,8-tetrahydro-1,7-naphthyridine-2-carboxylate C(C)OC(=O)C1=NC=2CNCCC2C(=C1)N1C[C@@H](N(CC1)C(=O)OCC1=CC=CC=C1)CC#N.[N+](=O)([O-])C=1C=CC(=C(C1)S(=O)(=O)N)NCCCCCCCC